6-{5-chloro-2-[(Oxan-4-yl)amino]pyrimidin-4-yl}-2-{2-oxo-2-[8-(trifluoromethyl)-1,2,3,4-tetrahydroisoquinolin-2-yl]ethyl}-2,3-dihydro-1H-isoindol-1-one ClC=1C(=NC(=NC1)NC1CCOCC1)C1=CC=C2CN(C(C2=C1)=O)CC(N1CC2=C(C=CC=C2CC1)C(F)(F)F)=O